FC1(CCN(CC1)C1=NC(=NC(=C1)CC)NC(C1=C(C=C(C=C1)NS(=O)(=O)CCO)N1CCC2(CC2)CC1)=O)F N-(4-(4,4-difluoropiperidin-1-yl)-6-ethylpyrimidin-2-yl)-4-((2-hydroxyethyl)sulfonamido)-2-(6-azaspiro[2.5]octan-6-yl)benzamide